N-(piperazinylethyl)-3-aminopropyl-methyl-diethoxysilane N1(CCNCC1)CCNCCC[Si](OCC)(OCC)C